C(C)(C)C1=C(C(=CC=C1)C(C)C)CCCCCCCCCCCCCCNC(C)=S N-(2,6-diisopropylphenyl)tetradecylthioacetamide